NC12CCC(CC1)(CC2)C2(OC=1C(=C(C=3CCN(C(C3C1C)=O)CC=1C(NC(=CC1C)C)=O)C)O2)C 2-(4-aminobicyclo[2.2.2]octan-1-yl)-6-((4,6-dimethyl-2-oxo-1,2-dihydropyridin-3-yl)methyl)-2,4,9-trimethyl-7,8-dihydro-[1,3]dioxolo[4,5-g]isoquinolin-5(6H)-one